CC(=CCC/C(=C/CC/C(=C/CC/C(=C/COC[C@@H](COP(=O)([O-])[O-])OC/C=C(\\C)/CC/C=C(\\C)/CC/C=C(\\C)/CCC=C(C)C)/C)/C)/C)C The molecule is dianion arising from deprotonation of the phosphate group of 2,3-bis-O-(geranylgeranyl)-sn-glycerol 1-phosphate. It is an organophosphate oxoanion and a 2,3-bis-O-(geranylgeranyl)-sn-glycerol 1-phospholipid anion. It is a conjugate base of a 2,3-bis-O-(geranylgeranyl)-sn-glycerol 1-phosphate.